2-bromo-4-(((tert-butyldimethylsilyl)oxy)-methyl)thiazole BrC=1SC=C(N1)CO[Si](C)(C)C(C)(C)C